C1(CC1)C1=C(C=CC(=C1)C(F)(F)F)C1=C2C(=C(N=N1)N[C@H]1CN(CCC1)C)C=NC=C2 1-[2-cyclopropyl-4-(trifluoromethyl)phenyl]-N-[(3R)-1-methylpiperidin-3-yl]pyrido[3,4-d]pyridazin-4-amine